1-(cyclopropylsulfonyl)-3-methyl-1H-pyrazol-4-amine C1(CC1)S(=O)(=O)N1N=C(C(=C1)N)C